(S)-5-cyclopropyl-5-(3-(5,6-dichloroisoindolin-2-yl)-3-oxopropyl)imidazolidine-2,4-dione C1(CC1)[C@]1(C(NC(N1)=O)=O)CCC(=O)N1CC2=CC(=C(C=C2C1)Cl)Cl